(3aR,5s,6aS)-2-((6-oxaspiro[2.5]octan-1-yl)methyl)-N-(6-(2,3,5-trifluorophenyl)pyridazin-3-yl)octahydrocyclopenta[c]pyrrol-5-amine C1(CC12CCOCC2)CN2C[C@@H]1[C@H](C2)CC(C1)NC=1N=NC(=CC1)C1=C(C(=CC(=C1)F)F)F